3-imidazo[1,2-a]pyridin-6-yl-isoxazolidine TFA salt OC(=O)C(F)(F)F.N=1C=CN2C1C=CC(=C2)C2NOCC2